18-(tetracosan-15-enoyloxy)-octadecanoic acid C(CCCCCCCCCCCCCC=CCCCCCCCC)(=O)OCCCCCCCCCCCCCCCCCC(=O)O